ClC1=C(C=CC=C1F)C1=CC2=C(O[C@H](CN2S(=O)(=O)C2=CC(=CC=C2)C(F)(F)F)CNC(C(CO)(C)C)=O)C=C1 (S)-N-((6-(2-chloro-3-fluoro-phenyl)-4-((3-(trifluoromethyl)-phenyl)sulfonyl)-3,4-dihydro-2H-benzo[b][1,4]oxazin-2-yl)methyl)-3-hydroxy-2,2-dimethylpropanamide